COC=1C=CC=2N(C1)C(=CN2)C2=C1C=C(N=CC1=C(N=C2)NC)NC(=O)[C@@H]2[C@@H](C2)C (1S,2R)-N-(5-(6-methoxyimidazo[1,2-a]pyridin-3-yl)-8-(methylamino)-2,7-naphthyridin-3-yl)-2-methylcyclopropane-1-carboxamide